O.O.O.O.O1OBCC1 dioxaborolan, tetrahydrate